C1(CC1)CN1C(=NC2=C1C=C(C(=C2)NC=2SC(=NN2)C2=CC=NC=C2)F)C=2NC=CC2 N-(1-cyclopropylmethyl-6-fluoro-2-(2-pyrrolyl)-5-benzimidazolyl)-5-(4-pyridinyl)-1,3,4-thiadiazol-2-amine